C1(=CC=CC=C1)C=1C=CC=2C(C3=CC=C(C=C3C2C1)C1=CC=CC=C1)O 3,6-diphenyl-9H-fluoren-9-ol